COC(C1=C(C(=C(C(=C1)F)Br)C)N)=O 2-amino-4-bromo-5-fluoro-3-methylbenzoic acid methyl ester